p-butyl-trichloroacetophenone C(CCC)C1=CC=C(C=C1)C(C(Cl)(Cl)Cl)=O